C1(CCC1)C(C)O 1-Cyclobutyl-1-ethanol